C(C1=CC=CC=C1)OC(=O)N1CCC2(CC(CO2)NC(=O)OC(C)(C)C)CC1 3-((tert-Butoxycarbonyl)amino)-1-oxa-8-azaspiro[4.5]decane-8-carboxylic acid (S)-benzyl ester